2-[5-(difluoromethyl)-2-fluorophenyl]-4,4,5,5-tetramethyl-1,3,2-dioxaborolane FC(C=1C=CC(=C(C1)B1OC(C(O1)(C)C)(C)C)F)F